N-(2-(4-(4-acetylpiperazine-1-yl)piperidine-1-yl)-5-((6-((R)-3-(4-fluorophenyl)-isoxazolidine-2-yl)pyrimidine-4-yl)amino)-4-methoxyphenyl)acrylamide C(C)(=O)N1CCN(CC1)C1CCN(CC1)C1=C(C=C(C(=C1)OC)NC1=NC=NC(=C1)N1OCC[C@@H]1C1=CC=C(C=C1)F)NC(C=C)=O